N1CCOCC2=C1N=CC=C2 Pyrido[2,3-e][1,4]Oxaazepane